5-(2-ethyl-2-norbornyloxycarbonylmethyloxycarbonyl)-bicyclo[2.2.1]hept-2-ene C(C)C1(C2CCC(C1)C2)OC(=O)COC(=O)C2C1C=CC(C2)C1